(R)-((R)-6-fluoro-6,7-dihydro-5H-pyrrolo[1,2-c]imidazol-1-yl)(1H-indol-2-yl)methanamine F[C@@H]1CC=2N(C=NC2[C@H](N)C=2NC3=CC=CC=C3C2)C1